FC1=C(OC2=C(C(=O)N)C=CC=N2)C=CC(=C1)CC(NC1=NC2=C(N1CCC(F)(F)F)C=CC=C2)=O 2-(2-fluoro-4-(2-oxo-2-((1-(3,3,3-trifluoropropyl)-1H-benzo[d]-imidazol-2-yl)-amino)ethyl)phenoxy)nicotinamide